2-oxabicyclo[2.2.1]heptan-5-ylmethyl 4-methylbenzenesulfonate CC1=CC=C(C=C1)S(=O)(=O)OCC1C2COC(C1)C2